2-{1-[2-(5-methyl-3-trifluoromethyl-pyrazole-1-yl)-acetyl]-piperidin-4-yl}-thiazole CC1=CC(=NN1CC(=O)N1CCC(CC1)C=1SC=CN1)C(F)(F)F